NC=1C=2N(C3=CC(=C(C=C3N1)F)C(=O)N1[C@@H]3[C@H](CCC1)CC1=CC(=CC=C13)C(F)(F)F)C=NC2 |r| Rac-(4-amino-7-fluoroimidazo[1,5-a]quinoxalin-8-yl)((4aR,9bR)-7-(trifluoromethyl)-2,3,4,4a,5,9b-hexahydro-1H-indeno[1,2-b]pyridin-1-yl)methanone